(Racemic)-4-(2-methoxyphenyl)-6-methyl-N-[5-(5-oxopyrrolidine-2-carbonyl)-4H,5H,6H-pyrrolo[3,4-d][1,3]thiazol-2-yl]pyridine-3-carboxamide COC1=C(C=CC=C1)C1=C(C=NC(=C1)C)C(=O)NC=1SC2=C(N1)CN(C2)C(=O)[C@@H]2NC(CC2)=O |r|